C(C)(C)(C)C1N(CCC(C1)C=1C=C2CC(NC2=CC1)=O)C(=O)OCCOC1=CC(=C(C=C1)NC1=NC2=C(C=CC=C2C=C1)Cl)C 2-(4-((8-chloroquinolin-2-yl)amino)-3-methylphenoxy)ethanol tert-butyl-4-(2-oxoindolin-5-yl)piperidine-1-carboxylate